BrC=1C(=NC=[N+](C1C)[O-])C 5-bromo-4,6-dimethylpyrimidine 1-oxide